C(C)N1CCC2(CN(CCO2)C2=C(C(=CC=C2\C=C(\C2=NC(=CN=C2)C2=CN=NC=C2)/F)OC2=C(C=CC=C2)F)C(F)(F)F)CC1 (Z)-9-Ethyl-4-(6-(2-fluoro-2-(6-(pyridazin-4-yl)pyrazin-2-yl)vinyl)-3-(2-fluorophenoxy)-2-(trifluoromethyl)phenyl)-1-oxa-4,9-diazaspiro[5.5]undecane